3-(4-((1R,5S)-3,8-diazabicyclo[3.2.1]octan-3-yl)-6-fluoro-1-oxoisoindolin-2-yl)piperidine-2,6-dione [C@H]12CN(C[C@H](CC1)N2)C2=C1CN(C(C1=CC(=C2)F)=O)C2C(NC(CC2)=O)=O